ClC=1C(=NC2=CC=C(C=C2C1)C=1C=C(C=CC1OC)CN)N1CCNCC1 [3-(3-chloro-2-piperazin-1-yl-6-quinolyl)-4-methoxy-phenyl]methanamine